C(C1CO1)OCCC[SiH](OCC)OCC γ-glycidoxypropyldiethoxysilane